nona-L-arginine C(C[C@@H](C(=O)N[C@@H](CCCN=C(N)N)C(=O)N[C@@H](CCCN=C(N)N)C(=O)N[C@@H](CCCN=C(N)N)C(=O)N[C@@H](CCCN=C(N)N)C(=O)N[C@@H](CCCN=C(N)N)C(=O)N[C@@H](CCCN=C(N)N)C(=O)N[C@@H](CCCN=C(N)N)C(=O)N[C@@H](CCCN=C(N)N)C(=O)O)N)CN=C(N)N